COC=1C(=NC(=NC1O)C1=CC=NC=C1)O 5-methoxy-2-(pyridin-4-yl)pyrimidine-4,6-diol